tert-butyl 4-(6-(2,4-dioxotetrahydropyrimidin-1(2H)-yl)-1-methyl-1H-indol-3-yl)piperidine-1-carboxylate O=C1N(CCC(N1)=O)C1=CC=C2C(=CN(C2=C1)C)C1CCN(CC1)C(=O)OC(C)(C)C